diethyl 2-acetyl-5-methoxyterephthalate C(C)(=O)C1=C(C(=O)OCC)C=C(C(=C1)C(=O)OCC)OC